FC=1C=C2C(=NN(C(C2=CC1F)=O)C1=C(C=CC=C1)C)C(=C)C 6,7-difluoro-4-(prop-1-en-2-yl)-2-(o-tolyl)phthalazin-1(2H)-one